tert-butyl 5,5-dimethyl-1-oxa-6-azaspiro[2.5]octane-6-carboxylate CC1(CC2(CO2)CCN1C(=O)OC(C)(C)C)C